CC1=NC2=C(C=CC=C2C(=C1)N1N=CN=C1C)O 2-methyl-4-(5-methyl-1H-1,2,4-triazol-1-yl)quinolin-8-ol